COC1=C(C=C2C(=CC=NC2=C1)N[C@H](C)C1=CC(=CC(=C1)C(F)(F)F)[N+](=O)[O-])N1CCOCC1 (R)-7-methoxy-6-morpholino-N-(1-(3-nitro-5-(trifluoromethyl)phenyl)ethyl)quinolin-4-amine